1-[6-[4-[tert-butyl(dimethyl)silyl]oxybutyl]-2-methoxy-3-quinolyl]-4-(dimethylamino)-2-(1-naphthyl)-1-phenyl-butan-2-ol [Si](C)(C)(C(C)(C)C)OCCCCC=1C=C2C=C(C(=NC2=CC1)OC)C(C(CCN(C)C)(O)C1=CC=CC2=CC=CC=C12)C1=CC=CC=C1